C(C1=CC=CC=C1)NCC(F)F N-benzyl-2,2-difluoroethaneamine